C(C=1C(C(=O)O)=CC=CC1)(=O)NCC(=O)NCCC(=O)N[C@@H](CC1=CNC=N1)C(=O)O phthaloyl-glycyl-beta-alanyl-L-histidine